The molecule is a 2-enoyl-CoA that results from the formal condensation of the thiol group of coenzyme A with the enoic carboxy group of hex-2-enedioic acid. It is a 2-enoyl-CoA and a monounsaturated fatty acyl-CoA. It derives from a 2-hexenedioic acid. It is a conjugate acid of a 2,3-didehydroadipoyl-CoA(5-). CC(C)(COP(=O)(O)OP(=O)(O)OC[C@@H]1[C@H]([C@H]([C@@H](O1)N2C=NC3=C(N=CN=C32)N)O)OP(=O)(O)O)[C@H](C(=O)NCCC(=O)NCCSC(=O)/C=C/CCC(=O)O)O